OC1=NN=C(C2=CC(=C(C=C12)NC)C(=O)O)C 1-Hydroxy-4-methyl-7-(methylamino)phthalazine-6-carboxylic acid